ClC=1C=C(C=CC1Cl)C=1N=C(SC1SC(C)C)N1N=C(C(=C1C(=O)O)C1=CC(=CC=C1)OC)C 1-(4-(3,4-dichlorophenyl)-5-(isopropylthio)thiazol-2-yl)-4-(3-methoxyphenyl)-3-methyl-1H-pyrazole-5-carboxylic acid